1-(4-amino-1-piperidinyl)ethanone methyl-piperidine-3-carboxylate COC(=O)C1CNCCC1.NC1CCN(CC1)C(C)=O